FC=1C=C2NC(C=3N(C2=C(C1C1=C2C=NNC2=CC=C1)F)C(=NN3)C)(C)C 4-(7,9-difluoro-1,4,4-trimethyl-5H-[1,2,4]triazolo[4,3-a]quinoxalin-8-yl)-1H-indazole